The molecule is a fatty acid-taurine conjugate derived from tetradecanoic acid. It has a role as a mouse metabolite. It derives from a tetradecanoic acid. It is a conjugate acid of a N-tetradecanoyltaurine(1-). CCCCCCCCCCCCCC(=O)NCCS(=O)(=O)O